3-[6-[4-(hydroxymethyl)-1-piperidyl]-1-oxo-isoindolin-2-yl]piperidine-2,6-dione OCC1CCN(CC1)C1=CC=C2CN(C(C2=C1)=O)C1C(NC(CC1)=O)=O